7-chloro-N-[(3S,1R)-6-{5-[2-(trifluoromethoxy)ethoxy]-1,3,4-oxadiazol-2-yl}piperidin-3-yl]quinoline-3-carboxamide ClC1=CC=C2C=C(C=NC2=C1)C(=O)N[C@@H]1CNC(CC1)C=1OC(=NN1)OCCOC(F)(F)F